FC1(CN(CC[C@H]1N(C(=O)NC=1C(N(C=C(C1)C(F)(F)F)C)=O)C)C=1C=C2C(=NC1)NN=C2N2CCN(CC2)C)F |o1:6| (R)- or (S)-1-(3,3-difluoro-1-(3-(4-methylpiperazin-1-yl)-1H-pyrazolo[3,4-b]pyridin-5-yl)piperidin-4-yl)-1-methyl-3-(1-methyl-2-oxo-5-(trifluoromethyl)-1,2-dihydropyridin-3-yl)urea